(3,5-di-tert-butyl-4-hydroxyphenyl) (3,4,5-trimethoxyphenyl) ketone COC=1C=C(C=C(C1OC)OC)C(=O)C1=CC(=C(C(=C1)C(C)(C)C)O)C(C)(C)C